3,6-dichloro-2-(methoxymethyl)pyridine ClC=1C(=NC(=CC1)Cl)COC